BrC=1SC(=C(N1)C)C(=O)OCC ethyl 2-bromo-4-methyl-thiazole-5-carboxylate